2-(1-Iminoethyl)-4-methylphenol N=C(C)C1=C(C=CC(=C1)C)O